4-isopropylcyclohexane-1,2-dicarboxylic acid hydroxyaluminum salt O[Al+2].C(C)(C)C1CC(C(CC1)C(=O)[O-])C(=O)[O-]